C(#N)C1=CC=C(C=C1)N1N=C(C(=C1C(=O)O)[N+](=O)[O-])C(F)(F)F 1-(4-cyanophenyl)-4-nitro-3-(trifluoromethyl)-1H-pyrazole-5-carboxylic acid